C1(CC2C(CC1)O2)CC[Si](OCC)(OCC)OCC β-(3,4-epoxycyclohexyl)ethyltriethoxysilane